(S)-2'-chloro-6'-(5-fluoro-6-methoxy-1H-1,3-benzodiazol-2-yl)-4-[(2-phenylethyl)carbamoyl]-[1,1'-biphenyl]-2-carboxylic acid ClC1=C(C(=CC=C1)C1=NC2=C(N1)C=C(C(=C2)F)OC)C=2C(=CC(=CC2)C(NCCC2=CC=CC=C2)=O)C(=O)O